3-(aminomethyl)pyrrolidine-1-sulfonamide NCC1CN(CC1)S(=O)(=O)N